N1=CC=C2N1C=CC(=C2)C=2OC(=C(N2)C(F)(F)F)C(=O)OC methyl 2-pyrazolo[1,5-a]pyridin-5-yl-4-(trifluoro-methyl)oxazole-5-carboxylate